tert-butyl N-(5-chloro-3,4-dihydro-2H-thieno[3,4-b]pyran-3-yl)-N-methyl-carbamate ClC=1SC=C2OCC(CC21)N(C(OC(C)(C)C)=O)C